[SiH3]CCCN1C=CC=C1 N-(3-silylpropyl)pyrrole